4-(6-((5-(3-(4-amino-benzyl)-2-oxoimidazolidin-1-yl)pyridin-3-yl)amino)pyridin-3-yl)-N,N-dimethyl-benzamide NC1=CC=C(CN2C(N(CC2)C=2C=C(C=NC2)NC2=CC=C(C=N2)C2=CC=C(C(=O)N(C)C)C=C2)=O)C=C1